N-{2-[(5-chloro-2-{[4-(4-methylpiperazin-1-yl)phenyl]amino}pyrimidin-4-yl)amino]-5-fluorophenyl}prop-2-enamide ClC=1C(=NC(=NC1)NC1=CC=C(C=C1)N1CCN(CC1)C)NC1=C(C=C(C=C1)F)NC(C=C)=O